4-(4-((1R,5S)-3-oxa-7,9-diazabicyclo[3.3.1]nonan-9-yl)-8-fluoro-2-(2-((S)-1-methylpyrrolidin-2-yl)ethoxy)quinazolin-7-yl)naphthalen-2-ol [C@H]12COC[C@H](CNC1)N2C2=NC(=NC1=C(C(=CC=C21)C2=CC(=CC1=CC=CC=C21)O)F)OCC[C@H]2N(CCC2)C